ClC1=CC=C(C=C1)S(=O)(=NCC1=CC=C(C=C1)C1=NOC(=N1)C(F)(F)F)C(C)C (4-chlorophenyl)(isopropyl)((4-(5-(trifluoromethyl)-1,2,4-oxadiazol-3-yl)benzyl)imino)-λ6-sulfanone